C(C)(C)(C)OC(=O)NC1=CC=C(C=C1)C1=CC=C(C=C1)B(O)O 4'-TERT-BUTOXYCARBONYLAMINO-BIPHENYL-4-BORONIC ACID